6-[5-[1-[[2-cyano-5,7-bis(trifluoromethyl)benzothiophen-3-yl]amino]ethyl]-1,2,4-triazol-1-yl]pyridine-3-carbonitrile C(#N)C=1SC2=C(C1NC(C)C1=NC=NN1C1=CC=C(C=N1)C#N)C=C(C=C2C(F)(F)F)C(F)(F)F